Tert-butyl 4-[[6-[(2R)-3-(3,4-dihydro-1H-isoquinolin-2-yl)-2-hydroxypropyl]-5-oxo-7,8-dihydro-1,6-naphthyridin-2-yl]oxy]piperidine-1-carboxylate C1N(CCC2=CC=CC=C12)C[C@H](CN1C(C=2C=CC(=NC2CC1)OC1CCN(CC1)C(=O)OC(C)(C)C)=O)O